tert-butyl 2-bromo-2-methylpropionate BrC(C(=O)OC(C)(C)C)(C)C